C(C1=CC=CC=C1)N1N=C(C=C1C(=O)N[C@H](C(=O)NC)CC1=CC(=CC=C1)Br)C1=C(C=CC=C1)F (S)-1-benzyl-N-(3-(3-bromophenyl)-1-(methylamino)-1-oxopropan-2-yl)-3-(2-fluorophenyl)-1H-pyrazole-5-carboxamide